(±)-(1S,3R,5R)-8-benzyl-6-oxo-8-azabicyclo[3.2.1]octan-3-yl acetate C(C)(=O)O[C@@H]1C[C@H]2CC([C@@H](C1)N2CC2=CC=CC=C2)=O |r|